ClC1=C(C=CC=C1Cl)N1C(=NC(=C(C1=O)C)O)C (2,3-dichlorophenyl)-6-hydroxy-2,5-dimethylpyrimidin-4(3H)-one